C(C1=CC=CC=C1)OC1=CC=C(C=C1)CCC#CC=1N=NC=CC1 3-(4-(4-(benzyloxy)phenyl)but-1-yn-1-yl)pyridazine